2-Hydroxy-6-methoxy-1,2-bis(4-methoxyphenyl)-2,3-dihydro-1H-indol-3-one OC1(N(C2=CC(=CC=C2C1=O)OC)C1=CC=C(C=C1)OC)C1=CC=C(C=C1)OC